5-(4-ethylphenyl)-4-methylpenta-2,4-dienal C(C)C1=CC=C(C=C1)C=C(C=CC=O)C